B(O)(O)CCC=1C(=C(C(=O)O)C(=CC1)OC1CN(C1)C(CC1=CC=CC=C1)=O)O 3-(2-Boronoethyl)-2-hydroxy-6-{[1-(phenylacetyl)azetidin-3-yl]oxy}benzoic acid